4-((2,5-dioxo-2,5-dihydro-1H-pyrrol-1-yl)methyl)-N-methylcyclohexane-1-carboxamide O=C1N(C(C=C1)=O)CC1CCC(CC1)C(=O)NC